bis(isocyanatoethyl-thio)ethane N(=C=O)CCSC(C)SCCN=C=O